5-Bromo-6-methylpyridine BrC=1C=CC=NC1C